N-((1R,3R,5S)-8-((4-(benzylamino)piperidin-1-yl)sulfonyl)-8-azabicyclo[3.2.1]oct-3-yl)-6-chloro-2-oxoindoline-5-carboxamide C(C1=CC=CC=C1)NC1CCN(CC1)S(=O)(=O)N1[C@H]2CC(C[C@@H]1CC2)NC(=O)C=2C=C1CC(NC1=CC2Cl)=O